C(C)(C)(C)S(=O)N[C@@H]1[C@@H](OCC12CCN(CC2)C(=O)OC(C)(C)C)C tert-Butyl (3S,4S)-4-(tert-butylsulfinylamino)-3-methyl-2-oxa-8-azaspiro[4.5]decane-8-carboxylate